FC1=C(C=C(C=C1)C=1OC=CN1)N1CCNCC1 4-(2-fluoro-5-oxazol-2-yl-phenyl)piperazin